C1(CC1)[C@H](C)N1C(C2=C(C=C(C=C2C1)N1C(C=2N(CC1)N=C(C2)NC(C)=O)=O)OC(F)F)=O (S)-N-(5-(2-(1-cyclopropylethyl)-7-(difluoromethoxy)-1-oxoisoindolin-5-yl)-4-oxo-4,5,6,7-tetrahydropyrazolo[1,5-a]pyrazin-2-yl)acetamide